The molecule is an ammonium ion resulting from the protonation of the amino group of sertraline. It is an ammonium ion derivative and an organic cation. It is a conjugate acid of a sertraline. C[NH2+][C@H]1CC[C@H](C2=CC=CC=C12)C3=CC(=C(C=C3)Cl)Cl